CC1=CC=C(C=C1)C(=CC=C)C1=CC=C(C=C1)C 1,1-bis-(4-methylphenyl)-1,3-butadiene